C1(CC1)C1=C(C=CC(=N1)C(=O)NC1=CC(=CC=C1)C(C(C1=NN=CN1C)(F)F)C)CO 6-cyclopropyl-N-(3-(1,1-difluoro-1-(4-methyl-4H-1,2,4-triazol-3-yl)propan-2-yl)phenyl)-5-(hydroxymethyl)picolinamide